7-(((tert-butylsulfinyl)amino)methyl)-6H-benzo[c]chromene-2-carboxylic acid methyl ester COC(=O)C=1C=C2C3=C(COC2=CC1)C(=CC=C3)CNS(=O)C(C)(C)C